1,3-dibutyroyloxy-2-methylenepropane C(CCC)(=O)OCC(COC(CCC)=O)=C